4-morpholino-6-(3-phenyl-1H-pyrazol-1-yl)pyrimidine-2-carbaldehyde O1CCN(CC1)C1=NC(=NC(=C1)N1N=C(C=C1)C1=CC=CC=C1)C=O